[Br-].C(C)OC(C(F)(F)[Zn+])=O (2-ethoxy-1,1-difluoro-2-oxoethyl)zinc(II) bromide